4-(4-Amino-7-methyl-7H-pyrrolo[2,3-d]pyrimidin-5-yl)-2-fluorophenyl-3-fluoropyrrolidine-1-carboxylate NC=1C2=C(N=CN1)N(C=C2C2=CC(=C(C=C2)OC(=O)N2CC(CC2)F)F)C